5-chloro-N-[2,4-difluoro-3-[5-(1H-imidazol-2-yl)imidazo[1,5-b]pyridazin-2-yl]phenyl]-2-methoxy-pyridine-3-sulfonamide ClC=1C=C(C(=NC1)OC)S(=O)(=O)NC1=C(C(=C(C=C1)F)C=1C=CC=2N(N1)C=NC2C=2NC=CN2)F